N,N-bis(triethylsilyl)aminopropyltrimethoxysilane C(C)[Si](N([Si](CC)(CC)CC)CCC[Si](OC)(OC)OC)(CC)CC